BrC=1C=C(C=CC1)[C@@H](C)NC1=NC(=NC2=CC(=C(C=C12)OC)OCCCCCCCN1C(CCCC1(C)C)(C)C)C (R)-N-(1-(3-bromophenyl)ethyl)-6-methoxy-2-methyl-7-((7-(2,2,6,6-tetramethyl-piperidin-1-yl)heptyl)oxy)quinazolin-4-amine